tert-butyl (4-(dimethoxyphosphoryl)cyclohex-3-en-1-yl)carbamate COP(=O)(OC)C1=CCC(CC1)NC(OC(C)(C)C)=O